ethyl-((diphenylphosphoryl) thio)-2-phenylacetate C(C)OC(C(C1=CC=CC=C1)SP(=O)(C1=CC=CC=C1)C1=CC=CC=C1)=O